perfluoro(2-methyl-3-hexanone) FC(C(C(C(C(C(F)(F)F)(F)F)(F)F)=O)(C(F)(F)F)F)(F)F